(2-{2-cyano-4-fluoro-5-[3-methyl-2,6-dioxo-4-(trifluoromethyl)-3,6-dihydropyrimidin-1(2H)-yl]phenoxy}phenoxy)acetic acid cyanomethyl ester C(#N)COC(COC1=C(C=CC=C1)OC1=C(C=C(C(=C1)N1C(N(C(=CC1=O)C(F)(F)F)C)=O)F)C#N)=O